[Cl-].[Li+].Cl[Zn]C=1N(C(=C(N1)C1=NC2=C(C=NC(=C2)C(C(F)(F)F)(F)F)N1C)SCC)C Chloro{5-(ethylsulfanyl)-1-methyl-4-[3-methyl-6-(pentafluoroethyl)-3H-imidazo[4,5-c]pyridin-2-yl]-1H-imidazol-2-yl}zinc lithium chloride